2-(3-(1-acetylpiperidin-4-yl)-5'-fluoro-1'-methyl-1H,1'H-[4,6'-biindazol]-1-yl)-N-(1-methyl-4-oxo-1,4-dihydropyrimidin-2-yl)acetamide C(C)(=O)N1CCC(CC1)C1=NN(C=2C=CC=C(C12)C1=C(C=C2C=NN(C2=C1)C)F)CC(=O)NC=1N(C=CC(N1)=O)C